BrCCCCCOC(CCC(OCCC#CCCCC)OCCC#CCCCC)=O 4,4-bis(oct-3-yn-1-yloxy)butanoic acid 5-bromopentanyl ester